C(=O)(O)NCCN carboxyethylenediamine